(S)-5-(1-(3,5-dichloropyridazin-4-yl)ethoxy)-3-(5-fluoro-6-(6-(methylsulfonyl)-2,6-diazaspiro[3.3]heptan-2-yl)pyridin-3-yl)-6-methyl-1H-indazole ClC=1N=NC=C(C1[C@H](C)OC=1C=C2C(=NNC2=CC1C)C=1C=NC(=C(C1)F)N1CC2(C1)CN(C2)S(=O)(=O)C)Cl